6-[6-fluoro-8-(methylamino)-4-morpholino-9H-pyrido[2,3-b]indol-3-yl]-1-(2-hydroxypropyl)-4-oxo-1,8-naphthyridine-3-carboxylic acid FC=1C=C2C3=C(NC2=C(C1)NC)N=CC(=C3N3CCOCC3)C=3C=C1C(C(=CN(C1=NC3)CC(C)O)C(=O)O)=O